NC1=C(C=C2CCN(CC2=C1)C(=O)OC(C)(C)C)OC tert-butyl 7-amino-6-methoxy-3,4-dihydro-isoquinoline-2(1H)-carboxylate